(R)-5-(7,8-dimethyl-[1,2,4]triazolo[1,5-a]pyridin-6-yl)-6-isopropyl-1-(1-propylpiperidin-3-yl)-1,3-dihydro-2H-benzo[d]imidazol-2-one CC1=C(C=2N(C=C1C1=CC3=C(N(C(N3)=O)[C@H]3CN(CCC3)CCC)C=C1C(C)C)N=CN2)C